2,3,3-Trimethyl-octa-1,7-dien-4-one CC(=C)C(C(CCC=C)=O)(C)C